2-methoxy-acetate COCC(=O)[O-]